ClC1=CC=CC2=C(C3=C(C=CC=C3C(=C12)C1=CC=CC=C1)Cl)C1=CC=CC=C1 1,5-dichloro-9,10-diphenylanthracene